ClC1=C(C=CC(=C1)F)CC(=O)N1[C@@H](CCC1)C(=O)NO (S)-1-(2-(2-chloro-4-fluorophenyl)acetyl)-N-hydroxypyrrolidine-2-carboxamide